C(C)N1N=CC=C1C(=O)NC(C(NC1=CC2=C(C=N1)C1(CCOCC1)C(N2)=O)=O)C2=CC(=C(C=C2)F)C 2-ethyl-N-{1-(4-fluoro-3-methylphenyl)-2-oxo-2-[(2-oxospiro[1H-pyrrolo[3,2-c]-pyridin-3,4'-tetrahydropyran]-6-yl)amino]ethyl}pyrazole-3-carboxamide